7-chloro-N-(4-cyanophenyl)-1H-indole-3-sulfonamide ClC=1C=CC=C2C(=CNC12)S(=O)(=O)NC1=CC=C(C=C1)C#N